NC=1C=2N(C=CN1)C(=NC2C2=CC=C(C=C2)OC2=CC=CC=C2)C=2C=CC(=NC2)N2CCN(CC2)CC2CCN(CC2)C2=CC(=C(C=C2)N2C(NC(CC2)=O)=O)C 1-(4-(4-((4-(5-(8-amino-1-(4-phenoxyphenyl)imidazo[1,5-a]pyrazin-3-yl)pyridin-2-yl)piperazin-1-yl)methyl)piperidin-1-yl)-2-methylphenyl)dihydropyrimidine-2,4(1H,3H)-dione